8-(2-chloro-4-(2-(piperazin-1-yl)ethoxy)phenyl)-6-(1-methyl-cyclopropoxy)-9-((4-methylpyridin-2-yl)methyl)-9H-purine ClC1=C(C=CC(=C1)OCCN1CCNCC1)C=1N(C2=NC=NC(=C2N1)OC1(CC1)C)CC1=NC=CC(=C1)C